COC(=O)C(C)SC(C1=CC=CC=C1)=S 1-(Methoxycarbonyl)ethylbenzodithioat